3-(6-((1-(4-(Difluoromethyl)phenyl)-4-methyl-1H-1,2,3-triazol-5-yl)methoxy)pyridazine-3-yl)-5-(hydroxymethyl)oxazolidin-2-one FC(C1=CC=C(C=C1)N1N=NC(=C1COC1=CC=C(N=N1)N1C(OC(C1)CO)=O)C)F